C1=CC=CC=2C3=CC=CC=C3C(C12)COC(=O)N[C@H](C(=O)O)CC1=CC=C(C=C1)C1=CC=C(C=C1)NC(=O)OC(C)(C)C (S)-2-((((9H-fluoren-9-yl)methoxy)carbonyl)amino)-3-(4'-((tert-butoxycarbonyl)amino)-[1,1'-biphenyl]-4-yl)propanoic acid